N1=C(C=CC=C1)C=1C=NC(=CC1)CN1C(C(N(CC1)C12CC(C1)(C2)F)=O)=O 1-([2,3'-bipyridin]-6'-ylmethyl)-4-(3-fluorobicyclo[1.1.1]pentan-1-yl)piperazine-2,3-dione